CC1=C(C(=CC(=C1)C)C(NCC1(CCC1)C)=O)NC(=O)C=1C(=CC(=C(OC2CCC(CC2)(C(=O)OCC2=CC=CC3=CC=CC=C23)C)C1)F)OC Naphthalen-1-ylmethyl (1s,4s)-4-(5-((2,4-dimethyl-6-(((1-methylcyclobutyl)methyl)carbamoyl)phenyl)carbamoyl)-2-fluoro-4-methoxyphenoxy)-1-methylcyclohexane-1-carboxylate